(2,6-dichloro-3,5-dimethoxy-phenyl)-acetonitrile ClC1=C(C(=C(C=C1OC)OC)Cl)CC#N